OC1C[C@H]2[C@H]3CN([C@@H]([C@H]3[C@@H]1C2)C(=O)OC)C(=O)OC(C)(C)C 4-tert-butyl 3-methyl (1S,2R,3S,6R,7S)-9-hydroxy-4-azatricyclo[5.2.1.0^{2,6}]decane-3,4-dicarboxylate